2-amino-6-{[2-(4-chlorophenyl)-2-oxoethyl]thio}-4-(3-thienyl)pyridine-3,5-dicarbonitrile NC1=NC(=C(C(=C1C#N)C1=CSC=C1)C#N)SCC(=O)C1=CC=C(C=C1)Cl